1-{2-methyl-4-(oxiranylmethoxy)phenyl}-4-{4-(oxiranylmethoxy)phenyl}-1-cyclohexene CC1=C(C=CC(=C1)OCC1OC1)C1=CCC(CC1)C1=CC=C(C=C1)OCC1OC1